OCC1CCN(CC1)C1=C(C(N(C2=CC=CC=C12)C)=O)C#N 4-[4-(hydroxymethyl)piperidin-1-yl]-1-methyl-2-oxo-1,2-dihydroquinoline-3-carbonitrile